C1(CC1)C=1C=C(C=CC1)NC(C1=NC=CC=C1)=O N-(3-cyclopropylphenyl)picolinamid